C[C@H]1CCC[C@H]2[C@@]1(C[C@@H](CC2)C(C)C)C Eremophilane